ClC=1C(=CC(=C(C1)NC(C1=C(C=CC=C1)F)=O)C)C(C#N)C1=CC=C(C=C1)Cl N-(5-chloro-4-((4-chlorophenyl)(cyano)methyl)-2-methylphenyl)-2-fluorobenzamide